ClC=1C2=C(N=CN1)C=CC(=N2)N2[C@H](CCC2)C2=C(OCC[C@@H](C)NC(OC(C)(C)C)=O)C=CC(=C2)F tert-butyl ((R)-4-(2-((R)-1-(4-chloropyrido[3,2-d]pyrimidin-6-yl) tetrahydropyrrol-2-yl)-4-fluorophenoxy)butan-2-yl)carbamate